tert-butyl N-[4-[[3-[[1-(1,3-benzothiazol-2-yl)-2-[3-[rac-(E)-N'-hydroxycarbamimidoyl]phenyl]ethyl]sulfamoyl]phenyl]carbamoyl]cyclohexyl]carbamate S1C(=NC2=C1C=CC=C2)C(CC2=CC(=CC=C2)\C(\N)=N/O)NS(=O)(=O)C=2C=C(C=CC2)NC(=O)C2CCC(CC2)NC(OC(C)(C)C)=O